4-aminoazobenzene-4'-sulfonic acid sodium salt C1=CC(=CC=C1N)N=NC2=CC=C(C=C2)S(=O)(=O)[O-].[Na+]